tert-butyl (1-(4-((3-chloro-2-fluorophenyl)amino)pyrido[3,2-d]pyrimidin-6-yl)pyrrolidin-3-yl)carbamate ClC=1C(=C(C=CC1)NC=1C2=C(N=CN1)C=CC(=N2)N2CC(CC2)NC(OC(C)(C)C)=O)F